C(C)(C)(C)OC(=O)N1C(C(CCC1)[N+](=O)[O-])CO[C@@H]1CC[C@@H](CC1)C1=CC=CC=C1 3-nitro-2-({[(cis)-4-phenylcyclohexyl]oxy}methyl)piperidine-1-carboxylic acid tert-butyl ester